COCCOC1=C(C=O)C=C(C=N1)OCC=1C(=NC=CC1)C1=CC=NN1C 2-(2-methoxyethoxy)-5-((2-(1-methyl-1H-pyrazol-5-yl)pyridin-3-yl)methoxy)nicotinaldehyde